ClC1=CC(=C(C=C1)C1=NC(=NC2=NC(=CN=C12)C)[C@H]1C[C@H](OCC1)C=1C=NN(C1)C1CC1)F 4-(4-chloro-2-fluorophenyl)-2-((2S,4R)-2-(1-cyclopropyl-1H-pyrazol-4-yl)tetrahydro-2H-pyran-4-yl)-7-methylpteridine